1-[2-(di-t-butylphosphino)phenyl]-3,5-diphenyl-1H-pyrazole C(C)(C)(C)P(C1=C(C=CC=C1)N1N=C(C=C1C1=CC=CC=C1)C1=CC=CC=C1)C(C)(C)C